C(C)(=O)NCCCNC(C1=CC=C(C=C1)C1=CC=C2C(=CC=NC2=C1)NC=1C=CC2=C(N=CS2)C1)=O N-(3-acetamidopropyl)-4-(4-(benzo[d]thiazol-5-ylamino)quinolin-7-yl)benzamide